C12CN(CC(OC1)C2)C=2C1=C(N=C(N2)OC[C@]23CCCN3C[C@@H](C2)F)C(=C(N=C1)C1=CC(=CC2=CC=CC(=C12)CC)O)F 4-(4-(6-Oxa-3-azabicyclo[3.2.1]octan-3-yl)-8-fluoro-2-(((2R,7aS)-2-fluorotetrahydro-1H-pyrrolizin-7a(5H)-yl)methoxy)pyrido[4,3-d]pyrimidin-7-yl)-5-ethylnaphthalen-2-ol